C[C@H]1CN(CCN1C)C=1C=CC2=C(C1C)OC(C=1CN(CCC12)C(=O)C1=CC(=C(C=C1)NS(=O)(=O)C)C(F)(F)F)=O (S)-N-(4-(8-(3,4-dimethylpiperazin-1-yl)-7-methyl-5-oxo-1,3,4,5-tetrahydro-2H-chromeno[3,4-c]pyridine-3-carbonyl)-2-(trifluoromethyl)phenyl)methanesulfonamide